ClC=1C(=C(C=CC1)C1=C(C=2N=C(N=C(C2C=N1)N1CCNC2(COC2)C1)OC[C@]12CCCN2C[C@@H](C1)F)F)C1CC1 8-(7-(3-chloro-2-cyclopropylphenyl)-8-fluoro-2-(((2R,7aS)-2-fluorotetrahydro-1H-pyrrolizin-7a(5H)-yl)methoxy)pyrido[4,3-d]pyrimidin-4-yl)-2-oxa-5,8-diazaspiro[3.5]nonane